C(CCCCCC)P(OCC)([O-])=O ethyl heptylphosphonate